CC1=CC=C(C(=O)OCC(C(CC)OC(C2=CC=C(C=C2)C)=O)CCCC)C=C1 2-butyl-1,3-pentanediol di(p-methylbenzoate)